N1C(CCC1)CNC(O[C@@]1(C(C1)C1CC1)C1=CC(=C(C=C1)F)C(F)(F)F)=O Cyclopropyl-(S)-(1-(4-fluoro-3-(trifluoromethyl)phenyl)cyclopropyl) (pyrrolidin-2-ylmethyl)-Carbamat